N-(3-(4-(3-(aminomethyl)phenyl)piperidine-1-carbonyl)phenyl)-2-(1-hydroxycyclobutyl)-2-oxoacetamide NCC=1C=C(C=CC1)C1CCN(CC1)C(=O)C=1C=C(C=CC1)NC(C(=O)C1(CCC1)O)=O